(6R)-N'-((1,2,3,5,6,7-hexahydro-s-indacen-4-yl)carbamoyl)-6-methyl-5,6,7,8-tetrahydropyrazolo[5,1-b][1,3]oxazepine-3-sulfonimidamide C1CCC2=C(C=3CCCC3C=C12)NC(=O)N=S(=O)(N)C=1C=NN2C1OC[C@@H](CC2)C